1-(3-{[9-(ethylamino)-7-methoxy-1H,2H,3H-cyclopenta[b]quinolin-6-yl]oxy}propyl)pyrrolidine-3-carbonitrile C(C)NC1=C2C(=NC=3C=C(C(=CC13)OC)OCCCN1CC(CC1)C#N)CCC2